N-(2,6-dioxo-3-piperidinyl)-6-[4-(4-piperidinylmethyl)piperazin-1-yl]pyridazine-3-carboxamide O=C1NC(CCC1NC(=O)C=1N=NC(=CC1)N1CCN(CC1)CC1CCNCC1)=O